8-chloro-5-(2-methoxyethoxy)-1-[trans-4-(pyridin-2-yloxy)cyclohexyl]-5,6-dihydro-4H-[1,2,4]triazolo[4,3-a][1]benzazepine ClC=1C=CC2=C(CC(CC=3N2C(=NN3)[C@@H]3CC[C@H](CC3)OC3=NC=CC=C3)OCCOC)C1